N1(N=CC=C1)CC=1C=CC(=NC1OC)C(=O)N[S@@](=O)(=N)C1=C(C=C(C=C1OC)OC)OC (S)-5-((1H-pyrazol-1-yl)methyl)-6-methoxy-N-(2,4,6-trimethoxyphenylsulfonimidoyl)picolinamide